2-(6-(6-methyl-2-((3-methyl-4-((1-methylpiperidin-4-yl)oxy)phenyl)amino)-7H-pyrrolo[2,3-d]pyrimidin-7-yl)pyridin-2-yl)propan CC1=CC2=C(N=C(N=C2)NC2=CC(=C(C=C2)OC2CCN(CC2)C)C)N1C1=CC=CC(=N1)C(C)C